1-(4-bromobenzyl)-2-(2-ethoxy-2-oxoethyl)-1H-pyrrole-3-carboxylic acid ethyl ester C(C)OC(=O)C1=C(N(C=C1)CC1=CC=C(C=C1)Br)CC(=O)OCC